Cl.Cl.N[C@H](CC1=C(C=2N=C(N=C(C2S1)NCC=1OC=CC1)Cl)Br)C 6-[(2S)-2-aminopropyl]-7-bromo-2-chloro-N-[(furan-2-yl)methyl]thieno[3,2-d]pyrimidin-4-amine dihydrochloride